ClC1=C(C=C(C=C1)NC(=O)NCC=1C(=C2CN(C(C2=CC1)=O)C1C(NC(CC1)=O)=O)F)O 1-(4-chloro-3-hydroxyphenyl)-3-((2-(2,6-dioxopiperidin-3-yl)-4-fluoro-1-oxoisoindolin-5-yl)methyl)urea